BrC=1C2(C3=CC4=C(OCO4)C=C3C1)CCC(CC2)(C(=O)OC)NC2=C(C(=CC=C2)Cl)F methyl (1s,4s)-6'-bromo-4-(3-chloro-2-fluoroanilino)-2'H-spiro[cyclohexane-1,5'-indeno[5,6-d][1,3]dioxole]-4-carboxylate